C1(=CC=CC2=CC=CC=C12)[C@@H](C)N (1R)-1-(1-naphthyl)ethanamine